5'-O-(4,4'-Dimethoxytrityl)-2'-O-methoxyethyl-5-methyl-N4-benzoyl-cytidine COC1=CC=C(C(C2=CC=C(C=C2)OC)(C2=CC=CC=C2)OC[C@@H]2[C@H]([C@H]([C@@H](O2)N2C(=O)N=C(NC(C3=CC=CC=C3)=O)C(=C2)C)OCCOC)O)C=C1